2-(chloro-methyl)benzene-1-sulfonamide ClCC1=C(C=CC=C1)S(=O)(=O)N